(4-methylthiophen-2-yl)boranediol CC=1C=C(SC1)B(O)O